FC=1C=NC(=NC1)N1CCC(CC1)OC[C@H]1[C@H](CCC2=CN(N=C12)C(C)C)NS(=O)(=O)C |r| rac-N-[(6S,7S)-7-({[1-(5-fluoropyrimidin-2-yl)piperidin-4-yl]oxy}methyl)-2-(propan-2-yl)-4,5,6,7-tetrahydro-2H-indazol-6-yl]methanesulfonamide